NC1=CC=2C3=CC(=C(C=C3C3=CC(=C(C=C3C2C=C1N)N)N)N)N 2,3,6,7,10,11-hexa-amino-triphenylene